(1S,2S)-7-chloro-1-hydroxy-2,3-dihydro-1H-inden-2-yl carbamate C(N)(O[C@@H]1[C@H](C2=C(C=CC=C2C1)Cl)O)=O